CC1(CC1)N1N=CC=C1 1-(1-methylcyclopropyl)-1H-pyrazol